C(=O)OC1=CC=CC(=C1)OC(F)(F)F 5-(trifluoromethoxy)phenol formate